methyl 2-fluoro-3β,7β-dimethoxymethoxyl-5β-chol-1-enoate FC=1[C@@H](C[C@H]2C[C@@H]([C@H]3[C@@H]4CC[C@H]([C@@H](CC(C(=O)OC)OC)C)[C@]4(CC[C@@H]3[C@]2(C1)C)C)OC)OC